C(C(C)C)OC(=O)C=1C2=C(C=CC=3C4=CC=C(C=5C(=CC=C(C(=CC1)C23)C54)O)C(=O)OCC(C)C)O 3,9-dihydroxyperylene-4,10-dicarboxylic acid diisobutyl ester